OCC(C)(C)NC(=O)C=1C=2C[C@@H]3[C@H](C2N(N1)C1=NC=C(C=C1)C(C)C)C3 (1aR,5aR)-2-(5-Isopropyl-pyridin-2-yl)-1a,2,5,5a-tetrahydro-1H-2,3-diaza-cyclopropa[a]pentalene-4-carboxylic acid (2-hydroxy-1,1-dimethyl-ethyl)-amide